C1(=CC=CC=C1)P(C1=CC2=C(N=CN=C2C2=CC=NC=C2)N1COCC[Si](C)(C)C)(C1=CC=CC=C1)=O diphenyl-(4-(pyridin-4-yl)-7-((2-(trimethylsilyl)ethoxy)methyl)-7H-pyrrolo[2,3-d]pyrimidin-6-yl)phosphine oxide